C(C)(C)(C)C=1C=C2C(C(N(C2=CC1)C)=O)=O 5-tert-butyl-1-methyl-2,3-indolinedione